6'-(Difluoromethyl)-5-fluoro-[3,4'-bipyridine]-2'-carboxylic acid FC(C1=CC(=CC(=N1)C(=O)O)C=1C=NC=C(C1)F)F